N-((7-chloro-1-(4-(trifluoromethyl)phenyl)-2,3-dihydro-1H-pyrido[2,3-b][1,4]oxazin-3-yl)methyl)acetamide ClC1=CC2=C(OC(CN2C2=CC=C(C=C2)C(F)(F)F)CNC(C)=O)N=C1